(rac)-2-(dimethylamino)-N-(1-hydroxy-isoquinolin-6-yl)-2-(thiophen-3-yl)acetamide hydrochloride Cl.CN([C@@H](C(=O)NC=1C=C2C=CN=C(C2=CC1)O)C1=CSC=C1)C |r|